C(CCCCC)B1OCCCO1 2-Hexyl-1,3,2-dioxaborinane